bis-(4-dodecylphenyl)iodonium C(CCCCCCCCCCC)C1=CC=C(C=C1)[I+]C1=CC=C(C=C1)CCCCCCCCCCCC